Pyrroline-1-sulfonyl chloride N1(C=CCC1)S(=O)(=O)Cl